C(=O)O.C1(CC1)C1=C(C(=CC=C1)C)N1CC(C1)C1=CC(=C(CN2CCC(CC2)C(=O)O)C(=C1)C)C 1-(4-(1-(2-cyclopropyl-6-methylphenyl)azetidin-3-yl)-2,6-dimethylbenzyl)piperidine-4-carboxylic acid, formic acid salt